(S)-quinuclidin-3-yl (7-(6-(dimethylamino)pyridin-3-yl)-3,3-dimethylchroman-4-yl)carbamate CN(C1=CC=C(C=N1)C1=CC=C2C(C(COC2=C1)(C)C)NC(O[C@@H]1CN2CCC1CC2)=O)C